sodium tristyrylphenol C(=CC1=CC=CC=C1)C1=C(C(=C(C=C1)O)C=CC1=CC=CC=C1)C=CC1=CC=CC=C1.[Na]